(R)-1-(6-((6-(1-methyl-1H-pyrazol-4-yl)pyrazolo[1,5-a]pyrazin-4-yl)oxy)-1,4-oxazepan-4-yl)prop-2-en-1-one CN1N=CC(=C1)C=1N=C(C=2N(C1)N=CC2)O[C@@H]2CN(CCOC2)C(C=C)=O